Methyl (Z)-3-(chloro(4-ethylphenyl)methylene)-2-oxoindoline-5-carboxylate Cl\C(=C\1/C(NC2=CC=C(C=C12)C(=O)OC)=O)\C1=CC=C(C=C1)CC